2-methyl-5-(trifluoromethyl)pyridin CC1=NC=C(C=C1)C(F)(F)F